C(C)(=O)N1CCC(CC1)C=1N=CN2C1N(C(C1=CC(=CC(=C21)C(C)([2H])Br)C)=O)C([2H])([2H])[2H] 3-(1-acetylpiperidin-4-yl)-9-(1-bromoethyl-1-d)-7-methyl-4-(methyl-d3)imidazo[1,5-a]quinazolin-5(4H)-one